acrylamidopropyl-dimethylamine, methacrylamidopropyl-trimethyl-ammonium salt C(C(=C)C)(=O)NCCC[N+](C)(C)C.C(C=C)(=O)NCCCN(C)C